C(C1=CC=CC=C1)OC=1N=CC2=CC(=CC(=C2C1)C(=O)OC)C(=O)O 3-(benzyloxy)-5-(methoxycarbonyl)isoquinoline-7-carboxylic acid